COC1=CC(=C(C=C1)[C@H]2CC3=C(C=C(C=C3)O)OC2)OC The molecule is a methoxyisoflavan that is (R)-isoflavan substituted by methoxy groups at positions 2' and 4' and a hydroxy group at position 7. It has a role as a plant metabolite. It is a member of hydroxyisoflavans and a methoxyisoflavan. It derives from a hydride of a (R)-isoflavan.